Cl.BrC=1C=C2CCNCC2=C(C1)OC 6-bromo-8-methoxy-1,2,3,4-tetrahydroisoquinoline hydrochloride salt